1-(1H-benzo[d]imidazol-5-yl)-5-(2,3-dihydrobenzo[b][1,4]dioxin-6-yl)imidazolidin-2-one N1C=NC2=C1C=CC(=C2)N2C(NCC2C2=CC1=C(OCCO1)C=C2)=O